ClC1=CC(=C(C=C1)N(C(OCC1=CC=CC=C1)=O)C1=CC2=C(C=N1)N(C(N2C2CCOCC2)=O)C)C Benzyl (4-Chloro-2-methylphenyl)(3-methyl-2-oxo-1-(tetrahydro-2H-pyran-4-yl)-2,3-dihydro-1H-imidazo[4,5-c]pyridin-6-yl)carbamate